3-(1H-pyrrol-2-yl)propionic acid cyanomethyl ester C(#N)COC(CCC=1NC=CC1)=O